C[C@@H]1CN(C[C@@H](N1)C)C1=CC=C(C2=C1OC(O2)(F)F)C(=O)NC=2C=C(C=1N(C2)C=C(N1)C)F 7-[(3R,5S)-3,5-dimethylpiperazin-1-yl]-2,2-difluoro-N-(8-fluoro-2-methylimidazo[1,2-a]-pyridin-6-yl)-1,3-benzodioxole-4-carboxamide